1-(5-(1-((2S,6R)-2,6-dimethylmorpholino)-3-methylimidazo[1,5-a]quinoxalin-8-yl)pyridin-2-yl)-N-isopropylpiperidin-4-amine C[C@@H]1O[C@@H](CN(C1)C1=NC(=C2N1C1=CC(=CC=C1N=C2)C=2C=CC(=NC2)N2CCC(CC2)NC(C)C)C)C